2-(6-fluoro-1-methyl-1H-indol-3-yl)malonic acid FC1=CC=C2C(=CN(C2=C1)C)C(C(=O)O)C(=O)O